FC(OC=1C=2N(C=C(C1)C(F)(F)F)C[C@@]1(CCC(C3=C(C(=CC=C13)C#N)F)=O)N2)F (S)-8-(difluoromethoxy)-5'-fluoro-4'-oxo-6-(trifluoromethyl)-3',4'-dihydro-2'H,3H-spiro[imidazo[1,2-a]pyridine-2,1'-naphthalene]-6'-carbonitrile